F[Sb-](F)(F)(F)(F)F.C[S+](C1=CC=C(C=C1)OC(=O)OCC1=CC=CC=C1)C dimethyl-4-(benzyloxycarbonyloxy)phenyl-sulfonium hexafluoroantimonate